COC1=CC=C(NC(CN2C(NC3(C2=O)CCN(CC3)C(=O)OC(C)(C)C)=O)=O)C=C1 tert-butyl 3-[2-(4-methoxyanilino)-2-oxo-ethyl]-2,4-dioxo-1,3,8-triazaspiro[4.5]decane-8-carboxylate